N-((3R,4R)-3-fluoro-1-(oxetan-3-yl)piperidin-4-yl)-4-(methoxy-d3)-5-(1-(2,2,2-trifluoroethyl)-1H-benzo[d][1,2,3]triazol-6-yl)pyrrolo[2,1-f][1,2,4]triazin-2-amine F[C@@H]1CN(CC[C@H]1NC1=NN2C(C(=N1)OC([2H])([2H])[2H])=C(C=C2)C=2C=CC1=C(N(N=N1)CC(F)(F)F)C2)C2COC2